FC(C=1SC=C(N1)CO)(F)F (2-(trifluoromethyl)thiazol-4-yl)methanol